C1(CC1)C1=C2N(C(C=C1CC1=CC(=CC=C1)C(F)(F)F)=O)C(CS2)CCB(O)O (2-(8-cyclopropyl-5-oxo-7-(3-(trifluoromethyl)benzyl)-3,5-dihydro-2H-thiazolo[3,2-a]pyridin-3-yl)ethyl)boronic acid